octadecyl acrylate (Stearyl acrylate) C(CCCCCCCCCCCCCCCCC)C(C(=O)O)=C.C(C=C)(=O)OCCCCCCCCCCCCCCCCCC